C(C)(C)(C)OC(=O)O[C@@H]1[C@H]([C@H](N(C1)C(=O)OC(C)(C)C)CC1=CC=C(C=C1)OC)OC(CC1CCC(CC1)(F)F)=O tert-butyl (2R,3S,4S)-4-[(tert-butoxycarbonyl) oxy]-3-{[2-(4,4-difluorocyclohexyl)acetyl]oxy}-2-[(4-methoxyphenyl)methyl]pyrrolidine-1-carboxylate